2,4,6-trinitrobenzaldehyde [N+](=O)([O-])C1=C(C=O)C(=CC(=C1)[N+](=O)[O-])[N+](=O)[O-]